[Cl-].C(C(=C)C)(=O)OCC[N+](C)(C)C [2-(Methacryloyloxy)ethyl]trimethylammonium chloride